NC=1NC(C2=C(N1)NC(=C2C2=C(C=CC=C2)OC)C2=CC(=CC=C2)S(=O)(=O)C)=O 2-Amino-5-(2-methoxyphenyl)-6-(3-(methylsulfonyl)phenyl)-3,7-dihydro-4H-pyrrolo[2,3-d]pyrimidin-4-one